[OH-].C[NH2+]C(C1=CC=CC=C1)(C1=CC=CC=C1)C1=CC=CC=C1 methyltritylammonium hydroxide